FC(C1=NC2=C(N1C1=NC(=NC(=N1)N1CCOCC1)N1CCN(CC1)C(CN1CCSCC1)=O)C=CC=C2OC)F 2-{4-{4-[2-(difluoromethyl)-4-methoxy-1H-benzo[d]imidazol-1-yl]-6-morpholino-1,3,5-triazin-2-yl}piperazin-1-yl}-2-oxoethylthiomorpholine